O=C1NC(CCC1N1C(C2=CC=C(C=C2C1=O)NC1CC(C1)OC1=CC=C(C=C1)C1(CCOCC1)C1=CC=C(C=C1)OC=1C=NC(=NC1)C1=NOC(=N1)C)=O)=O 2-(2,6-dioxopiperidin-3-yl)-5-(((1r,3r)-3-(4-(4-(4-((2-(5-Methyl-1,2,4-oxadiazol-3-yl)pyrimidin-5-yl)oxy)phenyl)tetrahydro-2H-pyran-4-yl)phenoxy)cyclobutyl)amino)Isoindoline-1,3-dione